(R)-2-acetylamino-3-(4-nitrophenyl)propionic acid C(C)(=O)N[C@@H](C(=O)O)CC1=CC=C(C=C1)[N+](=O)[O-]